2-(2-(dimethylamino)ethoxy)-5-(4-fluorophenyl)oxazole-4-carboxylic acid CN(CCOC=1OC(=C(N1)C(=O)O)C1=CC=C(C=C1)F)C